FC(OC1=C(C(=C(C(=C1F)F)F)F)S(=O)(=O)NC=1C2=C(N=C(N1)OC[C@H]1N(CCC1)C)CN(CC2)C2=CC=CC1=CC=CC=C21)F (S)-2-(difluoromethoxy)-3,4,5,6-tetrafluoro-N-(2-((1-methylpyrrolidin-2-yl)methoxy)-7-(naphthalen-1-yl)-5,6,7,8-tetrahydropyrido[3,4-d]pyrimidin-4-yl)benzenesulfonamide